6,8-dioxo-2,7-diazaspiro[4.4]nonane O=C1C2(CCNC2)CC(N1)=O